chloro-1-isobutyl-1H-pyrrolo[2,3-b]pyridine-4-carbaldehyde ClC1=CC2=C(N=CC=C2C=O)N1CC(C)C